C(C)(C)(C)NC1=NC=2N(C(=N1)C=1OC(=CC1)C)N=CC2NC2=C(C=CC=C2)F N2-(tert-butyl)-N8-(2-fluorophenyl)-4-(5-methylfuran-2-yl)pyrazolo[1,5-a][1,3,5]Triazine-2,8-diamine